ClC=1C=2N(C3=CC=C(C=C3N1)C(=O)OC)C=C(C2)O methyl 4-chloro-2-hydroxypyrrolo[1,2-a]quinoxaline-7-carboxylate